[Na+].[Na+].C(CN([C@@H](CCC(=O)[O-])C(=O)[O-])CC(=O)O)(=O)O glutamic acid diacetic acid disodium salt